N-(3-(cyclopropylmethyl)-1H-pyrazol-5-yl)-4-morpholino-6-(pyridin-4-yl)furo[3,2-d]pyrimidin-2-amine hydrochloride Cl.C1(CC1)CC1=NNC(=C1)NC=1N=C(C2=C(N1)C=C(O2)C2=CC=NC=C2)N2CCOCC2